C(C)OC(=O)C1=NN(C2=CC=CC(=C2C1=O)N1N=NC(=C1)C(F)(F)F)C1=CC=C(C=C1)OC(F)(F)F 4-oxo-1-[4-(trifluoromethoxy)phenyl]-5-[4-(trifluoromethyl)triazol-1-yl]cinnoline-3-carboxylic acid ethyl ester